Cl.FC=1C(=CC=2C3=C(C=NC2C1)N(C(C31CCC1)=O)C)C=1C=C(C(=NC1)OCCNC(C)C)NS(=O)(=O)CC N-(5-(7'-Fluoro-3'-methyl-2'-oxo-2',3'-dihydrospiro[cyclobutane-1,1'-pyrrolo[2,3-c]quinolin]-8'-yl)-2-(2-(isopropylamino)ethoxy)pyridin-3-yl)ethanesulfonamide hydrochloride